ClC=1C(=C(C=CC1F)C(C)=O)O 1-(3-chloro-4-fluoro-2-hydroxy-phenyl)ethanone